C1CCS(=O)(=O)OS1(=O)=O 1,3-propanedisulfonic anhydride